N1(CCOCC1)C(=O)C=1C=C(C=CC1)C=1C(=C(C(=O)N)C=CC1)OC1=CC=CC=C1 (3-(morpholine-4-carbonyl)phenyl)-2-phenoxybenzamide